7-Decyl-4-(2-methylpent-2-en-3-yl)-3,4-dihydro-2H-chromene-2,5-diol C(CCCCCCCCC)C=1C=C(C=2C(CC(OC2C1)O)C(=C(C)C)CC)O